C(C)(=O)OCC1=C(C=C(C=C1Br)C#N)Br 2,6-dibromo-4-cyanobenzyl acetate